[Ru](Cl)Cl.CC(=CC(P(C1CCCC1)(C1CCCC1)C1CCCC1)P(C1CCCC1)(C1CCCC1)C1CCCC1)C (3-methyl-2-butene-1-ylidene)bis(tricyclopentylphosphine) ruthenium dichloride